N-[5-acetyl-1-[2-(5-hydroxy-1H-indole-3-yl)ethyl]-1H-pyrrole-3-yl]acetamide C(C)(=O)C1=CC(=CN1CCC1=CNC2=CC=C(C=C12)O)NC(C)=O